C12(C(=CC(CC1)C2)CO)CO Norbornenedimethanol